1-(5-((diisopropylamino)methyl)furan-2-yl)ethan-1-one C(C)(C)N(C(C)C)CC1=CC=C(O1)C(C)=O